C(CCCCCCCCC)N(C(CCCN(C)C)=O)C(CCCCCCCCC(=O)OCC(CCCCCC)CCCC)CCCCCCCCC(=O)N(CCCCCCCCCC)CCCCCCCCCC 2-BUTYLOCTYL 10-(N-DECYL-4-(DIMETHYLAMINO)BUTANAMIDO)-19-(DIDECYLAMINO)-19-OXONONADECANOATE